(1s,3s)-3-methoxycyclobutyl N-{[2-(2,6-dioxopiperidin-3-yl)-3-oxo-2,3-dihydro-1H-isoindol-5-yl]methyl}carbamate O=C1NC(CC[C@@H]1N1CC2=CC=C(C=C2C1=O)CNC(OC1CC(C1)OC)=O)=O